FC(C1=CC=C(N=N1)C(=O)O)(F)F 6-(trifluoromethyl)pyridazine-3-carboxylic acid